N-(6-(8-methyl-4-oxo-4H-pyrimido[1,2-b]pyridazin-7-yl)-5,6,7,8-tetrahydro-1,6-naphthyridin-3-yl)cyclopropanecarboxamide CC1=CC=2N(N=C1N1CC=3C=C(C=NC3CC1)NC(=O)C1CC1)C(C=CN2)=O